4-(3,4,5,6-tetrahydropyridine-2-yl)-1H-indole N1=C(CCCC1)C1=C2C=CNC2=CC=C1